C1(CCCC1)(C(=O)[O-])C(=O)[O-].[Ca+2] calcium cyclopentanedioate salt